β-L-tagatopyranose OC[C@@]1(O)[C@H](O)[C@H](O)[C@@H](O)CO1